NC(CO)C1=CC=NC=C1 2-amino-2-(4-pyridyl)ethanol